2-((1-(3-fluoropyridin-2-yl)ethyl)(4-(trifluoromethyl)benzyl)amino)-2-oxoacetic acid FC=1C(=NC=CC1)C(C)N(C(C(=O)O)=O)CC1=CC=C(C=C1)C(F)(F)F